1-methyltetrahydropyrimidine-2(1H)-thione CN1C(NCCC1)=S